N-(azetidin-3-yl)-4,4-difluoro-cyclohexanesulfonamide N1CC(C1)NS(=O)(=O)C1CCC(CC1)(F)F